BrC1=C(N=C2N(C1=O)C=CS2)N[C@@H]2C[C@@H](CN(C2)C)C2=CC=C(OCC1CN(CC1)C1=C3C(N(C(C3=CC=C1)=O)C1C(NC(CC1)=O)=O)=O)C=C2 4-[3-[[4-[(3R,5R)-5-[(6-bromo-5-oxo-thiazolo[3,2-a]pyrimidin-7-yl)amino]-1-methyl-3-piperidyl]phenoxy]methyl]pyrrolidin-1-yl]-2-(2,6-dioxo-3-piperidyl)isoindoline-1,3-dione